2-(4-ethoxy-3-fluorophenyl)-7-(piperazin-1-yl)-4H-pyrido[1,2-a]pyrimidin-4-one C(C)OC1=C(C=C(C=C1)C=1N=C2N(C(C1)=O)C=C(C=C2)N2CCNCC2)F